O1CCN(CC1)C1=NC(=C2C=CC=NC2=C1)OC1CCC(CC1)NC1=NC=C(C=N1)OCC(=O)N1CCNCC1 2-((2-(((1s,4s)-4-((7-Morpholino-1,6-naphthyridin-5-yl)oxy)cyclohexyl)amino)pyrimidin-5-yl)oxy)-1-(piperazin-1-yl)ethan-1-one